C1(CC1)C(=O)C=1C=NC(=CC1NC1CCC(CC1)NCCF)NC1=NC(=NC=C1)C=1C=NN(C1)S(=O)(=O)C1CC1 Cyclopropyl(6-((2-(1-(cyclopropylsulfonyl)-1H-pyrazol-4-yl)pyrimidin-4-yl)amino)-4-(((1s,4s)-4-((2-fluoroethyl)amino)cyclohexyl)amino)pyridin-3-yl)methanone